CC=1N(C2=CC=CC=C2C1/C=N/NC(=O)C1=CC2=C(O1)C=CC1=CC=CC=C12)CC(=O)OCC (E)-ethyl 2-(2-methyl-3-((2-(naphtho[2,1-b]furan-2-carbonyl)hydrazono)methyl)-1H-indol-1-yl)acetate